N1(CCCCCC1)C1=NC(=NC2=C(C(=C(C=C12)Cl)C1=CC=C(C2=C1N=C(S2)N)F)F)OCC2(CC2)CN2CCCC2 4-(4-(azepan-1-yl)-6-chloro-8-fluoro-2-((1-(pyrrolidin-1-ylmethyl)cyclopropyl)meth-oxy)quinazolin-7-yl)-7-fluorobenzo[d]thiazol-2-amine